COC=1C=C2C=CNC2=C(C1)C1=C(C=CC=C1)S(=O)(=O)N (5-methoxy-1H-indol-7-yl)benzenesulfonamide